ClC1=C(C=CC(=C1)S(=O)(=O)NC=1C=C(C=CC1)C)C1=CC=CC=C1 chloro-N-m-tolyl-[1,1'-biphenyl]-4-sulfonamide